NCC1=CC(=C(C=C1)NC(=O)C1=CC2=C(OCCC3=C2SC=C3)C=C1C=1C(=NC(=CC1)C(NCC1(CC1)CO)=O)C(=O)OC)C methyl 3-(9-((4-(aminomethyl)-2-methylphenyl)carbamoyl)-4,5-dihydrobenzo[b]thieno[2,3-d]oxepin-8-yl)-6-(((1-(hydroxymethyl)cyclopropyl)methyl)carbamoyl)picolinate